2-(trimethylsilyl)ethyl (2R,5R)-2-ethynyl-5-methylpyrrolidine-1-carboxylate C(#C)[C@@H]1N([C@@H](CC1)C)C(=O)OCC[Si](C)(C)C